trans-N-(benzo[d]thiazol-5-yl)-1-((6-chloropyridin-3-yl)sulfonyl)-3-methylpiperidine-4-carboxamide S1C=NC2=C1C=CC(=C2)NC(=O)[C@H]2[C@@H](CN(CC2)S(=O)(=O)C=2C=NC(=CC2)Cl)C